4-(5-(3-cyano-6-(2-hydroxy-2-methylpropoxy)pyrazolo[1,5-a]pyridin-4-yl)pyridin-2-yl)-1-oxothiomorpholine C(#N)C=1C=NN2C1C(=CC(=C2)OCC(C)(C)O)C=2C=CC(=NC2)N2CCS(CC2)=O